tert-butyl 6-chloro-3-[(oxolan-3-yl)amino]pyridazine-4-carboxylate ClC1=CC(=C(N=N1)NC1COCC1)C(=O)OC(C)(C)C